ClC1=C(C(=O)N2C[C@@H]3CC[C@H](C2)N3C3=CC(=CC=2N3C(=NC2)C2CC2)S(=O)(=O)N(CC)CC)C=CC(=C1)F 5-[(1S,5R)-3-(2-chloro-4-fluoro-benzoyl)-3,8-diazabicyclo[3.2.1]octan-8-yl]-3-cyclopropyl-N,N-diethyl-imidazo[1,5-a]pyridine-7-sulfonamide